NC1=CC=C(C=N1)N1CC(CCC1)(O)C(C)(C)N(C)C 1-(6-aminopyridin-3-yl)-3-(2-(dimethylamino)propan-2-yl)piperidin-3-ol